lysine, sodium salt [Na+].N[C@@H](CCCCN)C(=O)[O-]